NC(C(C1=CC=CC=C1)SC1=C(C(=C(C(=N1)N1CCN(CCC1)C(=O)[O-])C#N)CC)C#N)=O 4-(6-((2-amino-2-oxo-1-phenylethyl) thio)-3,5-dicyano-4-ethylpyridin-2-yl)-1,4-diazepan-1-carboxylate